7-isopropoxy-6-methoxy-2-(4-{methyl-[4-(4-methyl-3-oxo-piperazin-1-yl)-trans-cyclohexylmethyl]-amino}-phenyl)-1,4-dihydro-2H-isoquinolin-3-one C(C)(C)OC1=C(C=C2CC(N(CC2=C1)C1=CC=C(C=C1)N(C[C@@H]1CC[C@H](CC1)N1CC(N(CC1)C)=O)C)=O)OC